N-tert-butyl-2-methoxy-4-nitroaniline C(C)(C)(C)NC1=C(C=C(C=C1)[N+](=O)[O-])OC